The molecule is an alanine derivative that is methyl 3-[2-(2,6-dichlorophenyl)quinolin-6-yl]alaninate in which one of the hydrogens attached to the primary amino group is replaced by a 2,6-dichlorobenzyl group. It is a member of quinolines, an alpha-amino acid ester, a dichlorobenzene, a non-proteinogenic amino acid derivative and a secondary amino compound. It derives from a methyl 3-[2-(2,6-dichlorophenyl)quinolin-6-yl]alaninate. COC(=O)C(CC1=CC2=C(C=C1)N=C(C=C2)C3=C(C=CC=C3Cl)Cl)NCC4=C(C=CC=C4Cl)Cl